FC=1C(=C(C=CC1F)[C@H]1[C@H](CO[C@](C1)(C(F)(F)F)C)C(=O)OCC)OC ethyl (3R,4R,6R)-4-(3,4-difluoro-2-methoxyphenyl)-6-methyl-6-(trifluoromethyl)tetrahydro-2H-pyran-3-carboxylate